The molecule is a sulfamic acid having a phenyl group attached to nitrogen. It derives from an aniline. It is a conjugate acid of a benzenamine sulfate(1-). C1=CC=C(C=C1)NS(=O)(=O)O